CC(C)(C)C1=CC(=CC2=C1OPOC1=C2C=C(C=C1C(C)(C)C)OC)OC 4,8-bis(1,1-dimethylethyl)-2,10-dimethoxydibenzo[d,f][1,3,2]dioxaphosphepin